CC=1C(C(CCC1)(C)C)C=CC(C)=O 4-(2,6,6-trimethyl-2-cyclohexenyl)-3-buten-2-one